3-bromo-N,N-bis(4-methoxybenzyl)-5-methylaniline BrC=1C=C(N(CC2=CC=C(C=C2)OC)CC2=CC=C(C=C2)OC)C=C(C1)C